BrC=1C(=C(N(C1C(F)(F)F)COCC)C1=CC=C(C=C1)Cl)C#N 4-Bromo-2-(4-chlorophenyl)-1-ethoxymethyl-5-trifluoromethyl-pyrrol-3-carbonitril